endo-methyl 7-(((4-methylbenzoyl)oxy)(phenyl)methyl)-2-azabicyclo[2.2.2]oct-5-ene-2-carboxylate CC1=CC=C(C(=O)OC(C2C3N(CC(C=C3)C2)C(=O)OC)C2=CC=CC=C2)C=C1